N-(5-(2-(1-cyclopropylethyl)-3-oxo-4-(2-oxa-7-azaspiro[3.5]nonan-7-yl)-2,3-dihydro-1H-pyrrolo[3,4-c]pyridin-6-yl)-4-methylthiazol-2-yl)acetamide C1(CC1)C(C)N1C(C=2C(=NC(=CC2C1)C1=C(N=C(S1)NC(C)=O)C)N1CCC2(COC2)CC1)=O